BrC=1SC=C(N1)Cl 2-bromo-4-chloro-1,3-thiazole